OCCCN1C(C2=CC=CC=3C2=C(C1=O)C(=CC3)[N+](=O)[O-])=O 2-(3-hydroxypropyl)-4-nitro-1H-benzo[de]isoquinoline-1,3(2H)-dione